C1(=C(C=CC2=CC=CC=C12)OC1=C(C=2SC3=CC=CC=C3SC2C=C1)CO)C1=C(C=CC2=CC=CC=C12)OC1=C(C=2SC3=CC=CC=C3SC2C=C1)CO {[1,1'-binaphthalene]-2,2'-diylbis(oxythianthrene-2,1-diyl)}dimethanol